(2S)-2-[9H-Fluoren-9-ylmethoxycarbonyl(methyl)amino]propanoic acid C1=CC=CC=2C3=CC=CC=C3C(C12)COC(=O)N([C@H](C(=O)O)C)C